5-NITRONICOTINALDEHYDE [N+](=O)([O-])C=1C=NC=C(C=O)C1